N-(4-methyl-3-(pyridin-2-yl)phenyl)-6-azabicyclo[3.1.1]heptane-6-carboxamide CC1=C(C=C(C=C1)NC(=O)N1C2CCCC1C2)C2=NC=CC=C2